FC(CN(CCC(C(=O)O)NC1=NC(=NC=C1)C1=CC=CC=C1)CCCCC1=NC=2NCCCC2C=C1)F 4-((2,2-difluoroethyl)(4-(5,6,7,8-tetrahydro-1,8-naphthyridin-2-yl)butyl)amino)-2-((2-phenylpyrimidin-4-yl)amino)butanoic acid